4-(6-chloro-3,5-difluoro-2-pyridinyl)-3-cyclopropyl-pyrazole-1-carboxylic acid tert-butyl ester C(C)(C)(C)OC(=O)N1N=C(C(=C1)C1=NC(=C(C=C1F)F)Cl)C1CC1